FC(C(=O)O)(F)F.FC(C(=O)O)(F)F.COC1=C(C=CC(=C1)N1CCC(CC1)N1CCOCC1)NC(=O)C=1C=NN2C1N=C(C=C2)N[C@H]2CNCCC2 (R)-N-(2-methoxy-4-(4-morpholinopiperidin-1-yl)phenyl)-5-(piperidin-3-ylamino)pyrazolo[1,5-a]pyrimidine-3-carboxamide bistrifluoroacetate